C(C=1C(C(=O)O)=CC=CC1)(=O)O.C(C=C)(=O)O.C(C=C)(=O)O.C(C=C)(=O)O.OCC(CO)(CO)CO pentaerythritol triacrylate monophthalate